4-butyl-1-decene C(CCC)C(CC=C)CCCCCC